3-(5-(((1R,5R,6S)-3-ethyl-3-azabicyclo[4.1.0]heptan-5-yl)oxy)-1-oxoisoindolin-2-yl)piperidine-2,6-dione C(C)N1C[C@@H]2C[C@@H]2[C@H](C1)OC=1C=C2CN(C(C2=CC1)=O)C1C(NC(CC1)=O)=O